benzyl-(4-phenoxybenzoyl)glycine tert-butyl-1-(1-(5-chloro-4-methyl-6-((1R,5S)-2-oxo-3-azabicyclo[3.1.0]hexan-3-yl)pyridin-3-yl)ethyl)-1H-pyrazole-4-carboxylate C(C)(C)(C)C1=NN(C=C1C(=O)O)C(C)C=1C=NC(=C(C1C)Cl)N1C([C@@H]2C[C@@H]2C1)=O.C(C1=CC=CC=C1)N(CC(=O)O)C(C1=CC=C(C=C1)OC1=CC=CC=C1)=O